C(#N)C1=CC(=C(COC2=NC(=NC=C2F)C2=CC(=C(CC3=NC=4C(=NC(=CC4)C(=O)O)N3C[C@H]3OCC3)C=C2)F)C=C1)F (S)-2-(4-(4-(4-cyano-2-fluorobenzyloxy)-5-fluoropyrimidin-2-yl)-2-fluorobenzyl)-3-(oxetan-2-ylmethyl)-3H-imidazo[4,5-b]pyridine-5-carboxylic acid